5-((6-(methoxycarbonyl)-3,3-dimethyl-2-oxoindol-1-yl)methyl)-1H-indole-1-carboxylic acid tert-butyl ester C(C)(C)(C)OC(=O)N1C=CC2=CC(=CC=C12)CN1C(C(C2=CC=C(C=C12)C(=O)OC)(C)C)=O